ClC=1C=C(C=CC1Cl)CNC1=CC=C(C=C1)C=1C=NC=CC1 N-[(3,4-dichlorophenyl)methyl]-4-(3-pyridyl)aniline